N-[2-chloro-4-[5-(isoindoline-2-carbonyl)-2-pyridyl]phenyl]-N-(cyclopropylmethyl)acetamide ClC1=C(C=CC(=C1)C1=NC=C(C=C1)C(=O)N1CC2=CC=CC=C2C1)N(C(C)=O)CC1CC1